C(C1=CC=CC=C1)(=O)ON(C1=C(C=NC2=CC=C(C=C12)Cl)Br)C methyl-[(3-bromo-6-chloro-4-quinolinyl) amino] benzoate